OC1(CCN(CC1)C1=C(C=C(C=C1)[N+](=O)[O-])C(F)(F)F)CC(=O)O 2-[4-hydroxy-1-[4-nitro-2-(trifluoromethyl)phenyl]-4-piperidinyl]acetic acid